C(C1=CC(C#N)=CC=C1)#N Isophthalonitril